2-(tertiary butyl)-4-ethylphenol C(C)(C)(C)C1=C(C=CC(=C1)CC)O